3-(4-chlorophenyl)-1H-indole ClC1=CC=C(C=C1)C1=CNC2=CC=CC=C12